CC=1C(=C(C(C(=O)O)=CC1)C(=O)O)C#C methylethynylphthalic acid